7-((2'-(1H-tetrazol-5-yl)-[1,1'-biphenyl]-4-yl)methyl)-8-methyl-7H-pyrrolo[2,3-h]quinazoline-2,4-diamine N1N=NN=C1C1=C(C=CC=C1)C1=CC=C(C=C1)CN1C(=CC=2C1=CC=C1C(=NC(=NC21)N)N)C